C1(=CC=CC=C1)N1C(NCCC1)=O 3-phenyl-1,3-diazinan-2-one